CN1N=C(C=C1CC(=O)NC1=NNC(=C1)[C@@H]1C[C@@H](CC1)CCCC)C (1R,3S)-3-(3-{[(1,3-dimethyl-1H-pyrazol-5-yl)acetyl]amino}-1H-pyrazol-5-yl)cyclopentyl-(2S)-butan